BrC1=NC=C(C(=C1)C(=O)O)OCC1CCOCC1 2-bromo-5-((tetrahydro-2H-pyran-4-yl)methoxyl)pyridine-4-formic acid